3-(5-(((1S,2R)-2-(3-(5-fluoropyrimidin-2-yl)azetidin-1-yl)cyclohexyl)oxy)-1-oxoisoindolin-2-yl)piperidine-2,6-dione FC=1C=NC(=NC1)C1CN(C1)[C@H]1[C@H](CCCC1)OC=1C=C2CN(C(C2=CC1)=O)C1C(NC(CC1)=O)=O